3-[2-chloro-4-fluoro-5-(6-methoxypyridazin-3-yl)phenyl]-5-methyl-4H-isoxazole-5-carboxylic acid ethyl ester C(C)OC(=O)C1(CC(=NO1)C1=C(C=C(C(=C1)C=1N=NC(=CC1)OC)F)Cl)C